Cl.FC(OC1=CC=C(C=C1)C1=CN=C2N1C=CN=C2NC2=CC(=C(C=C2)C(=O)N2CCNCC2)C)F [4-[[3-[4-(difluoromethoxy)phenyl]imidazo[1,2-a]pyrazin-8-yl]amino]-2-methyl-phenyl]-piperazin-1-yl-methanone hydrochloride